ClC1=CNC2=NC=CC(=C21)OC2=C(C=C(C=C2F)NC=2SCC[C@H](N2)C)F |r| (+/-)-N-{4-[(3-chloro-1H-pyrrolo[2,3-b]pyridin-4-yl)oxy]-3,5-difluorophenyl}-4-methyl-5,6-dihydro-4H-1,3-thiazin-2-amine